O[C@H]1C[C@@H]2C[C@H]([C@H]3[C@@H]4CC[C@H]([C@@H](CCC(=O)O)C)[C@]4(C(C[C@@H]3[C@]2(CC1)C)O)C)O 3a,7a,12B-trihydroxy-5a-cholanic acid